COC1=C(C(=O)NC(C([2H])([2H])[2H])C2=CC(=CC=C2)OC(F)(F)F)C=CC=N1 2-methoxy-N-(1-(3-(trifluoromethoxy)phenyl)ethyl-2,2,2-d3)nicotinamide